C1(=CC=CC=C1)CCCCOOC=1C=C2C(N(C(C2=CC1NS(=O)(=O)C1=CC=CC=C1)=O)CC(=O)O)=O 5-(4-phenylbutoxy)oxy-6-benzenesulfonamido-N-carboxymethyl-isoindolin-1,3-dione